S(C#N)[Co-2](SC#N)(SC#N)SC#N.[NH4+].[NH4+] ammonium tetrakis(thiocyanato)cobalt(II)